2-((4-((6-((4-cyano-2-fluorophenoxy)methyl)pyridin-2-yl)oxy)piperidine-1-yl)methyl)-1-((1-ethyl-5-oxopyrrolidin-2-yl)methyl)-1H-benzo[d]imidazole-6-carboxylic acid C(#N)C1=CC(=C(OCC2=CC=CC(=N2)OC2CCN(CC2)CC2=NC3=C(N2CC2N(C(CC2)=O)CC)C=C(C=C3)C(=O)O)C=C1)F